N(=C=S)C(C(=O)O)(N(CCN(CC(=O)O)CC(=O)O)CC(=O)O)CC1=CC=CC=C1 isothiocyanatobenzyl-ethylenediaminetetraacetic acid